(R)-4-(2-methyl-4-(4-(trifluoromethyl)benzyl)piperazin-1-yl)benzoic acid C[C@H]1N(CCN(C1)CC1=CC=C(C=C1)C(F)(F)F)C1=CC=C(C(=O)O)C=C1